O=C1NC(CCC1N1C(C2=CC=CC(=C2C1=O)OCC(=O)NCCCCCCCCC(=O)O)=O)=O 9-(2-((2-(2,6-dioxopiperidin-3-yl)-1,3-dioxoisoindolin-4-yl)oxy)acetamido)nonanoic acid